C1=CNNN1 dihydrotriazole